C1CCC12CCN(CC2)C(=O)OC(C)(C)C tert-Butyl 7-azaspiro[3.5]nonane-7-carboxylate